(3-{[2-(4-chlorophenyl)imidazo[1,2-a]pyridin-3-yl]methyl}-3,8-diazabicyclo[3.2.1]oct-8-yl)(2-methoxyphenyl)methanone ClC1=CC=C(C=C1)C=1N=C2N(C=CC=C2)C1CN1CC2CCC(C1)N2C(=O)C2=C(C=CC=C2)OC